NC1=CC=C(C(=C1C(=O)N(CCN1CCOCC1)C)F)C=1C(=C2C(=NC1)NC[C@]21C[C@@](CC1)(C)C#N)Cl 6-Amino-3-((1R,3S)-4'-chloro-3-cyano-3-methyl-1',2'-dihydrospiro[cyclopentane-1,3'-pyrrolo[2,3-b]pyridin]-5'-yl)-2-fluoro-N-methyl-N-(2-morpholinoethyl)benzamide